NC=1C2=C(N=CN1)C(=CS2)C(=O)NC2=C1C=CN=C(C1=CC=C2C)N2CCCCC2 4-Amino-N-(6-Methyl-1-(piperidin-1-yl)isoquinolin-5-yl)thieno[3,2-d]pyrimidin-7-carboxamid